BrC=1C=C/C(/N(C1C)CC(=O)N)=N/S(=O)(=O)C1=CC=C(C)C=C1 (Z)-2-(5-bromo-6-methyl-2-(tosylimino)pyridin-1(2H)-yl)acetamide